FC1(CCC(CC1)C1(C(NC2=C(C(=CC=C12)F)F)=O)C1=CC=C(C=C1)O)F 3-(4,4-difluorocyclohexyl)-6,7-difluoro-3-(4-hydroxyphenyl)indolin-2-one